1,2,3,4-tetrahydro-3-isopropyl-6-methoxy-2,7-naphthyridine C(C)(C)C1NCC2=CN=C(C=C2C1)OC